C(C)(CC)C=1C(=C(C=C(C1)C(C)(C)C)N1N=C2C(=N1)C=CC=C2)O 2-(3'-sec-butyl-5'-tert.butyl-2'-hydroxyphenyl)-benzotriazole